C(C)(=O)OC1=CN(C2=CC(=CC=C12)Br)C(C)=O 1-acetyl-6-bromo-1H-indol-3-yl acetate